ClC=1C=C2C(=NC(=NC2=C(C1C1=C2C=NNC2=CC=C1C)OC1CC1)N1CC(CC1)N(C)C)N1CCN(CC1)C(C=C)=O 1-(4-(6-chloro-8-cyclopropoxy-2-(3-(dimethylamino)pyrrolidin-1-yl)-7-(5-methyl-1H-indazol-4-yl)quinazolin-4-yl)piperazin-1-yl)prop-2-en-1-one